(6-chloro-7-methoxy-2-methyl-3-(4-(4-(trifluoromethoxy) phenoxy) phenyl) quinolin-4-yloxy) methylbutyrate CC(C(=O)OOC1=C(C(=NC2=CC(=C(C=C12)Cl)OC)C)C1=CC=C(C=C1)OC1=CC=C(C=C1)OC(F)(F)F)CC